C(C)(C)(C)S(=O)(=O)C=1C(=CC=2N(C1)C(=CN2)C=2C=C(C(=C(C2)NCCN)OC)F)OC N1-(5-(6-(tert-butylsulfonyl)-7-methoxyimidazo[1,2-a]pyridin-3-yl)-3-fluoro-2-methoxyphenyl)ethane-1,2-diamine